C1(CC1)N1N=CC(=C1)[C@@H]1OCCCC1 (2R)-2-(1-cyclopropylpyrazol-4-yl)tetrahydropyran